CN1C=C(C=2N=C(N=C(C21)N2CCN(CC2)C(=O)OCC2=CC=CC=C2)OC[C@H]2N(CCC2)C)CC2=CC(=CC1=CC=CC=C21)OC(C(C)(C)C)=O benzyl (S)-4-(5-methyl-2-((1-methylpyrrolidin-2-yl)methoxy)-7-((3-(pivaloyloxy)naphthalen-1-yl)methyl)-5H-pyrrolo[3,2-d]pyrimidin-4-yl)piperazine-1-carboxylate